ClC1=CC(=NC=C1OC)C(C(F)(F)F)NCC 1-(4-chloro-5-methoxypyridin-2-yl)-N-ethyl-2,2,2-trifluoroethan-1-amine